oxazol-5-ylmethyl (4-((1-(cyclobutane-carbonyl)piperidin-4-yl)methyl)phenyl)carbamate C1(CCC1)C(=O)N1CCC(CC1)CC1=CC=C(C=C1)NC(OCC1=CN=CO1)=O